5-(chloromethyl)-3-(1-(4-chlorophenyl)cyclopropyl)-1,2,4-oxadiazole ClCC1=NC(=NO1)C1(CC1)C1=CC=C(C=C1)Cl